C(C1=CC=CC=C1)OC1=C(C=CC2=CC=CC=C12)C1=NNC(=C1)C=1C=C(SC1)CO (4-(3-(1-(Benzyloxy)naphthalen-2-yl)-1H-pyrazol-5-yl)thiophen-2-yl)methanol